BrC1=C2C(C(N(C2=CC=C1)C)=O)(C)C 4-bromo-1,3,3-trimethylindolin-2-one